4-(benzyloxy)-2,2,3,3-tetrafluorobutyl trifluoromethanesulfonate FC(S(=O)(=O)OCC(C(COCC1=CC=CC=C1)(F)F)(F)F)(F)F